N[C@H](CO)C1=CC=C(C=C1)CC(=O)OCC (S)-Ethyl 2-(4-(1-amino-2-hydroxyethyl)phenyl)acetate